ClC1=CC(=C(C=O)C=C1)OC1=CC=C(C=C1)C=1C=NC=C(C1)C1N(CCN(C1)C)C 4-chloro-2-(4-(5-(1,4-dimethylpiperazin-2-yl)pyridin-3-yl)phenoxy)benzaldehyde